CCCCC[C@H](/C=C/C=C\\C/C=C\\C/C=C\\CCCC(=O)O[C@H](CO)COP(=O)([O-])OCC[N+](C)(C)C)O The molecule is a 2-acyl-sn-glycero-3-phosphocholine in which the acyl group is specified as (15R)-hydroxy-(5Z,8Z,11Z,13E)-icosatetraenoyl. It has a role as a human xenobiotic metabolite and a mouse metabolite.